N-(6-(difluoromethyl)-2-((1r,4r)-4-formylcyclohexyl)-2H-indazol-5-yl)-6-methylpicolinamide FC(C=1C(=CC2=CN(N=C2C1)C1CCC(CC1)C=O)NC(C1=NC(=CC=C1)C)=O)F